ON(C(C1=CN=CC(=C1)C=1C=C2C(=NC=NC2=CC1)N[C@H](C)C1=CC=CC=C1)=O)C (R)-N-hydroxy-N-methyl-5-(4-((1-phenylethyl)amino)-quinazolin-6-yl)-nicotinamide